4-fluorenyl-amine C1=CC=C(C=2C3=CC=CC=C3CC12)N